Cl.NC=1C=C(C(=NC1)C)NC(=O)C=1C=NN2C1SC(=C2)C=2C(=NC=CC2)OC N-(5-amino-2-methylpyridin-3-yl)-2-(2-methoxypyridin-3-yl)pyrazolo[5,1-b]Thiazole-7-carboxamide hydrochloride